2-(4-cyclopropyl-6-methoxypyrimidin-5-yl)-4-methyl-6-(1-methylpyrazol-4-yl)pyrido[2,3-d]pyrimidin-7-one C1(CC1)C1=NC=NC(=C1C=1N=C(C=2C(N1)=NC(C(C2)C=2C=NN(C2)C)=O)C)OC